(2R)-1-(4-methylpiperazin-1-yl)-2-{[2-(1-methyl-1H-pyrazol-4-yl)-7-(trifluoromethyl)[1,2,4]triazolo[1,5-c]quinazolin-5-yl]amino}propan-1-one CN1CCN(CC1)C([C@@H](C)NC1=NC=2C(=CC=CC2C=2N1N=C(N2)C=2C=NN(C2)C)C(F)(F)F)=O